C(CCCCCCC)OC(=O)CSSCC(=O)OCCCCCCCC n-octyloxycarbonyl-methyldisulfide